N,N-dimethyl-4-(2,3,4,5-tetrafluorophenyl)benzamide CN(C(C1=CC=C(C=C1)C1=C(C(=C(C(=C1)F)F)F)F)=O)C